potassium 3,5,6-trichloropyridin-2-olate ClC=1C(=NC(=C(C1)Cl)Cl)[O-].[K+]